ClC1=C(C=C(OCC(=O)NC23CC(C2)(C3)NC3=NC(=CN=C3)C3=CC=C(C=C3)Cl)C=C1)F 2-(4-chloro-3-fluorophenoxy)-N-(3-{[6-(4-chlorophenyl)pyrazin-2-yl]amino}bicyclo[1.1.1]pentan-1-yl)acetamide